C12CN(CC(CC1)N2)C2=C(C=C1C[C@H](COC1=C2)NC(=O)C2=C(C=1C(=NC(=CN1)C)S2)N)F N-((3R)-7-(3,8-diazabicyclo[3.2.1]octan-3-yl)-6-fluorochroman-3-yl)-7-amino-3-methylthieno[2,3-b]pyrazine-6-carboxamide